N[C@H](C1=NC2=C(N1)C=CC(=C2F)C2=C(C(=O)N(C)C)C=CC=C2)C2CCC(CC2)C 2-{2-[(S)-amino(4-methylcyclohexyl)methyl]-4-fluoro-1H-benzimidazol-5-yl}-N,N-dimethylbenzamide